FC(C1=NN=C(O1)C1=CN=C(S1)CN(S(=O)(=O)CCC)C=1C=NC=C(C1)F)F N-({5-[5-(difluoromethyl)-1,3,4-oxadiazol-2-yl]-1,3-thiazol-2-yl}methyl)-N-(5-fluoropyridin-3-yl)propane-1-sulfonamide